C1(=CC=CC=C1)N(C(\C=C\C1=CC=C(C=C1)C)=O)CC1OCCC1 (E)-N-phenyl-3-(p-tolyl)-N-(tetrahydrofuran-2-ylmethyl)prop-2-enamid